N1N=CC=2C=NC=C(C21)C#N 1H-pyrazolo[4,3-c]pyridine-7-carbonitrile